C(C=C)N(C(OCC=C)=O)CC(C=1SC=C(N1)C(CO)O)N Allyl N-allyl-N-[2-amino-2-[4-(1,2-dihydroxyethyl)thiazol-2-yl]ethyl]carbamate